4-((3-(2-(diisopropylamino)ethyl)-1H-indol-5-yl)oxy)-4-oxobutanoic acid C(C)(C)N(CCC1=CNC2=CC=C(C=C12)OC(CCC(=O)O)=O)C(C)C